NC(CN1CC(C1)OC1=C(C2=C(C3C(B(O2)O)C3)C=C1)C(=O)O)(C)C(=O)O 5-({1-[2-amino-2-carboxypropyl]azetidin-3-yl}oxy)-2-hydroxy-1,1a,2,7b-tetrahydrocyclopropa[c][1,2]benzoxaborinine-4-carboxylic acid